NC=1C(=C2C=C(N=CC2=CC1C=1C(=CC(=NC1)C(CC)=O)C)Cl)O 1-(5-(6-amino-3-chloro-5-hydroxyisoquinolin-7-yl)-4-methylpyridin-2-yl)propan-1-one